benzyl-1-pyrroldithiocarbamate C(C1=CC=CC=C1)SC(NN1C=CC=C1)=S